3-chloro-6-(1H-pyrazol-4-yl)-8-[(2S)-2-methylazetidin-1-yl]imidazo[1,2-a]pyrazine ClC1=CN=C2N1C=C(N=C2N2[C@H](CC2)C)C=2C=NNC2